C(#N)[C@@H]1C[C@@]2(CN1C([C@H](COCCC)N(C(=O)C=1NC3=CC(=CC(=C3C1)F)F)C)=O)C(NC1=CC=CC=C12)=O N-((S)-1-((3R,5'S)-5'-cyano-2-oxospiro[indoline-3,3'-pyrrolidin]-1'-yl)-1-oxo-3-propoxypropan-2-yl)-4,6-difluoro-N-methyl-1H-indole-2-carboxamide